13-docosynic acid C(CCCCCCCCCCCC#CCCCCCCCC)(=O)O